Benzenesulfinic Acid Aniline Salt NC1=CC=CC=C1.C1(=CC=CC=C1)S(=O)O